3-(dimethoxy(1-methylethoxy)silyl)propyl methacrylate C(C(=C)C)(=O)OCCC[Si](OC(C)C)(OC)OC